acrylic acid-2-Methoxyethyl Ester COCCOC(C=C)=O